O1COC2=C1C=CC(=C2)CC(CC)NCC 1-(1,3-benzodioxol-5-yl)-N-ethyl-2-butanamine